2-((2-hydroxy-3-(2-(trifluoromethyl)-10H-phenothiazin-10-yl)propyl(methyl)amino)ethyl)-6-(hydroxymethyl)tetrahydro-2H-pyran-3,4,5-triol OC(CN(C)CCC1OC(C(C(C1O)O)O)CO)CN1C2=CC=CC=C2SC=2C=CC(=CC12)C(F)(F)F